NC1=C(N=NC(=C1)C1=C(C=CC(=C1)Cl)F)N(CCC(C(F)(F)F)O)C 4-{[4-amino-6-(5-chloro-2-fluorophenyl)pyridazin-3-yl](methyl)amino}-1,1,1-trifluorobutan-2-ol